deoxyuridine-5'-triphosphate P(O)(=O)(OP(=O)(O)OP(=O)(O)O)OC[C@@H]1[C@H](C[C@@H](O1)N1C(=O)NC(=O)C=C1)O